2,2'-(octyl-imino)diethanol C(CCCCCCC)N(CCO)CCO